tert-butyl (3,7-dichloropyrazolo[1,5-a]pyridin-5-yl)-carbamate ClC=1C=NN2C1C=C(C=C2Cl)NC(OC(C)(C)C)=O